5-[4-(4-fluoro-2-trifluoromethylbenzoyl)aminophenyl]-1H-naphtho[1,2-b][1,4]diazepine-2,4(3H,5H)-dione FC1=CC(=C(C(=O)NC2=CC=C(C=C2)N2C3=C(NC(CC2=O)=O)C2=CC=CC=C2C=C3)C=C1)C(F)(F)F